C1(CC1)S(=O)(=O)NC=1SC=C(N1)C(C(=O)NC1=CC=C(C=C1)C1=NC(=CC=C1)C(F)(F)F)(C)C 2-(2-(cyclopropanesulfonylamino)thiazol-4-yl)-2-methyl-N-(4-(6-(trifluoromethyl)pyridin-2-yl)phenyl)propanamide